C1(CC(C(CC1)C(C)C)C(=O)N)C 3-p-menthancarboxamide